5-(4-Methoxyphenyl)-3-[4-(trifluoromethyl)phenyl]-1,2,4-oxadiazole COC1=CC=C(C=C1)C1=NC(=NO1)C1=CC=C(C=C1)C(F)(F)F